N-(4-fluorophenyl)-N-methylpiperidine-2-carboxamide FC1=CC=C(C=C1)N(C(=O)C1NCCCC1)C